C(C1=CC=CC=C1)(=O)C1=NN(C=C1C(C1=CC=CC=C1)=O)C1=C(C#N)C=CC=C1 (3,4-dibenzoyl-1H-pyrazol-1-yl)benzonitrile